Methyl 5-bromo-2-fluoro-pyridine-4-carboxylate BrC=1C(=CC(=NC1)F)C(=O)OC